CN(CCC(C(=O)OCC([C@H](C[C@H]1C(NCC1)=O)NC([C@@H](NC(=O)C=1NC2=CC=CC(=C2C1)OC)CC(C)C)=O)=O)(C)C)C (3S)-3-({N-[(4-methoxy-1H-indol-2-yl) carbonyl]-L-leucyl}amino)-2-oxo-4-[(3S)-2-oxopyrrolidin-3-yl]butyl 4-(dimethylamino)-2,2-dimethylbutanoate